CN1CC=C(C=C1)C=C 1-methyl-4-vinylpyridine